N-(1,3-benzodioxol-4-ylmethyl)-1-[2-(4-ethyl-1-piperidinyl)-4-pyridinyl]methanamine O1COC2=C1C=CC=C2CNCC2=CC(=NC=C2)N2CCC(CC2)CC